CN(C(C(=O)C1=CC=C(C=C1)N1CCOCC1)(CC)CC1=CC=C(C=C1)C)C 2-(dimethylamino)-2-(4-methylbenzyl)-1-(4-morpholin-4-yl-phenyl)-butan-1-one